ClC1=C(C=C(C=C1)CC[C@]1(CN(CCC1)C1=CC(=C(C(=C1)F)S(=O)(=O)N(C1=NC=NC=C1)CC1=C(C=C(C=C1)OC)OC)F)N(C)C)C(F)(F)F 4-[(3S)-3-[2-[4-chloro-3-(trifluoromethyl)phenyl]ethyl]-3-(dimethylamino)-1-piperidyl]-N-[(2,4-dimethoxyphenyl)-methyl]-2,6-difluoro-N-pyrimidin-4-yl-benzenesulfonamide